N-(4-chloro-3-methylphenyl)-2-(4-methyl-6-(trifluoromethyl)pyrimidin-2-yl)-N-(3-(4-methylpyrimidin-2-yl)prop-2-yn-1-yl)-5-oxopyrazolidine-3-carboxamide ClC1=C(C=C(C=C1)N(C(=O)C1N(NC(C1)=O)C1=NC(=CC(=N1)C)C(F)(F)F)CC#CC1=NC=CC(=N1)C)C